(3,5-dibromo-4-hydroxyphenyl)(2-ethyl-1-methyl-1H-pyrrolo[3,2-c]pyridin-3-yl)methanone BrC=1C=C(C=C(C1O)Br)C(=O)C1=C(N(C2=C1C=NC=C2)C)CC